2-{[3-(4-methoxyphenyl)propyl]amino}acetic acid COC1=CC=C(C=C1)CCCNCC(=O)O